ClC=1C=C(C=NC1N1N=CC=N1)NC(=O)C=1C=NN(C1C(F)(F)F)C1=CN=C(C2=CC=CC=C12)C1OCC(C1)=O N-(5-chloro-6-(2H-1,2,3-triazol-2-yl)pyridin-3-yl)-1-(1-(4-oxotetrahydrofuran-2-yl)isoquinolin-4-yl)-5-(trifluoromethyl)-1H-pyrazole-4-carboxamide